N=1C=NN2C1C=C(C=C2)C2=CNC1=NC(=CC=C12)NC1=CC(=CC=C1)N1CCN(CC1)C 3-([1,2,4]triazolo[1,5-a]pyridin-7-yl)-N-(3-(4-methylpiperazin-1-yl)phenyl)-1H-pyrrolo[2,3-b]pyridin-6-amine